C\C=C/CCC (Z)-2-Hexen